NC1=NN2C(C=C(C=C2)C=2C(=C(C(=O)NCCC(O)C3=CC=C(C=C3)F)C(=CC2)Cl)F)=N1 3-(2-amino-[1,2,4]triazolo[1,5-a]pyridin-7-yl)-6-chloro-2-fluoro-N-(3-(4-fluorophenyl)-3-hydroxypropyl)benzamide